C1([C@H](O)[C@@H](O)[C@@H](O)[C@H](O1)CO)C(=O)[C@@H](O)[C@H](O)[C@H](O)[C@@H](O)C galactopyranosyl-fucose